2-fluoro-N-(2-iodo-4-(perfluoropropan-2-yl)-6-((trifluoromethyl)thio)phenyl)-3-nitrobenzamide FC1=C(C(=O)NC2=C(C=C(C=C2SC(F)(F)F)C(C(F)(F)F)(C(F)(F)F)F)I)C=CC=C1[N+](=O)[O-]